[Br-].ClC1=CC=C(C=C1)C(C[N+]1=CC(=CC(=C1)C)C)=O 1-(2-(4-Chlorophenyl)-2-oxoethyl)-3,5-dimethylpyridin-1-ium bromide